C1(=CC=CC2=CC=CC=C12)C=1C=2C=CC(=CC3=CC=C(N3)C(=C3C=CC(C(=C4C=CC1N4)C4=CC=CC1=CC=CC=C41)=N3)C3=CC=CC4=CC=CC=C34)N2 10,15,20-trinaphthyl-porphyrin